4-fluoro-2'-hydroxy-4'-methoxy-3'-(methylpiperazin-1-yl)methyl-chalcone FC1=CC=C(C=C1)\C=C\C(=O)C1=C(C(=C(C=C1)OC)CN1C(CNCC1)C)O